2-chloro-4-(isopropylamino)pyrimidine-5-carboxamide ClC1=NC=C(C(=N1)NC(C)C)C(=O)N